N-(4-(N-acetylsulfamoyl)phenyl)-3-amino-6-(4-carbamoylphenyl)pyrazine-2-carboxamide C(C)(=O)NS(=O)(=O)C1=CC=C(C=C1)NC(=O)C1=NC(=CN=C1N)C1=CC=C(C=C1)C(N)=O